C(CCC)NC(=O)NC(=O)N n-butyl-biuret